5-heptyloxolan-2-oneAldehyde C(CCCCCC)C1CC(C(O1)=O)C=O